O1CCC2=C1C=C(C=C2)[C@@H]2NC[C@H](CC2)C |r| rac-(2R,5S)-2-(2,3-Dihydrobenzofuran-6-yl)-5-methyl-piperidine